N-(5-chloro-6-(difluoromethoxy)pyridin-3-yl)-N'-(4-(1-methoxyethyl)-1,5-naphthyridin-3-yl)urea ClC=1C=C(C=NC1OC(F)F)NC(=O)NC=1C=NC2=CC=CN=C2C1C(C)OC